ClC1=C(C=CC(=C1)OC)CC(=O)NC1=CC(=NC=C1)N(C(C)=O)C1=CC(=C(C=C1)F)F N-{4-[2-(2-chloro-4-methoxyphenyl)acetamido]pyridin-2-yl}-N-(3,4-difluorophenyl)acetamide